(dibenzothiophenyl)(phenylcarbazolylbiphenylyl)amine C1(=CC=CC=2SC3=C(C21)C=CC=C3)NC3=C(C=CC(=C3C3=CC=CC=2C1=CC=CC=C1NC32)C3=CC=CC=C3)C3=CC=CC=C3